(E)-5-(4-(benzyloxy)but-1-en-1-yl)-2,2-difluorobenzo[d][1,3]Dioxole C(C1=CC=CC=C1)OCC/C=C/C1=CC2=C(OC(O2)(F)F)C=C1